OC(C(=O)O)CC(=O)O hydroxybutanedioic acid